ClC1=C(C=CC(=C1)C(F)(F)F)N[C@@H](C(=O)O)C(C)C (2R)-2-{[2-chloro-4-(trifluoromethyl)phenyl]amino}-3-methylbutanoic acid